eicosane-1,6-diol C(CCCCC(CCCCCCCCCCCCCC)O)O